N[C@@H]1C(N2[C@@H](CC[C@@H]2CC1)C(=O)OC(C)(C)C)=O tert-butyl (3S,6S,8aS)-6-amino-5-oxooctahydroindolizine-3-carboxylate